C(C)(=O)N1C(C2=NC(=CC=C2C1)C=1C(=C(C(N(C1C)C1=CC=NC=C1C)=O)Cl)OC([2H])([2H])C1=NC=C(C=C1F)F)(C)C (6-acetyl-7,7-dimethyl-6,7-dihydro-5H-pyrrolo[3,4-b]pyridin-2-yl)-3-chloro-4-((3,5-difluoropyridin-2-yl)methoxy-d2)-5',6-dimethyl-2H-[1,4'-bipyridin]-2-one